diethyl (3-((8-bromo-2-chloro-5H-pyrimido[5,4-b]indol-4-yl)(methyl)amino)propyl)phosphonate BrC1=CC=2C3=C(NC2C=C1)C(=NC(=N3)Cl)N(CCCP(OCC)(OCC)=O)C